FC1=CC=C(C=C1)C=1N=CN(C1)C=1C=NC=CC1 3-(4-(4-fluorophenyl)-1H-imidazol-1-yl)pyridine